C(C)C1=NOC(=C1)CO (3-ethylisoxazol-5-yl)methanol